4-(2-Amino-4,6-dimethyl-7H-pyrrolo[2,3-d]pyrimidin-5-yl)-3-Methoxybenzonitril NC=1N=C(C2=C(N1)NC(=C2C2=C(C=C(C#N)C=C2)OC)C)C